NC1=C(C=C(C=N1)C=1C=NC=C(C1)C(=O)N1CCN(CC1)C)OC(C)C1=C(C(=CC=C1F)F)Cl {6'-amino-5'-[1-(2-chloro-3,6-difluoro-phenyl)-ethoxy]-[3,3']bipyridinyl-5-yl}-(4-methyl-piperazin-1-yl)-methanone